(sulfanilate) sodium salt [Na+].S(=O)(C1=CC=C(C=C1)N)(=O)[O-]